COC=1C(=C(C=2C(C3=CC=CC=C3C(C2C1)=O)=O)OC)C dimethoxy-2-methylanthraquinone